(2R,3S,4S)-4-hydroxy-2-[(4-methoxyphenyl)methyl]pyrrolidin-3-yl N-[2-(2-nitroimidazol-1-yl)ethyl]carbamate [N+](=O)([O-])C=1N(C=CN1)CCNC(O[C@H]1[C@H](NC[C@@H]1O)CC1=CC=C(C=C1)OC)=O